L-2,6-dihydroxyanthraquinone OC1=CC=2C(C3=CC=C(C=C3C(C2C=C1)=O)O)=O